COC(CCC1(CN(C1)C(=O)OC(C)(C)C)[N+](=O)[O-])=O tert-butyl 3-(3-methoxy-3-oxo-propyl)-3-nitro-azetidine-1-carboxylate